N-(2-chloro-4-(trifluoromethyl)phenyl)-2-(2-(2,4-dimethylthiazol-5-yl)-5-methyl-8-oxo-5,8-dihydrospiro[cyclopenta[d][1,2,4]triazolo[1,5-a]pyrimidine-7,4'-piperidin]-4(6H)-yl)acetamide ClC1=C(C=CC(=C1)C(F)(F)F)NC(CN1C=2N(C(C3=C1C(CC31CCNCC1)C)=O)N=C(N2)C2=C(N=C(S2)C)C)=O